7-(2-((4-(3,6-diazabicyclo[3.1.1]heptan-3-yl)-2-cyclopropylphenyl)amino)-5-(trifluoromethyl)pyrimidin-4-yl)-4-(oxetan-3-yl)-3,4-dihydrothieno[2,3-f][1,4]thiazepin-5(2H)-one 1,1-dioxide C12CN(CC(N1)C2)C2=CC(=C(C=C2)NC2=NC=C(C(=N2)C2=CC1=C(C(N(CCS1(=O)=O)C1COC1)=O)S2)C(F)(F)F)C2CC2